Cl.N[C@@H]1[C@@H](CCCC1)NC(=O)C1=CN(CCS1)C1=C2N=CNC2=NC=N1 N-((1R,2S)-2-aminocyclohexyl)-4-(9H-purin-6-yl)-3,4-dihydro-2H-1,4-thiazine-6-carboxamide hydrochloride